BrC=1C=C2C3(C(NC2=CC1)=O)SC(=NN3)C3=CC=CC=C3 5'-bromo-5-phenyl-spiro[3H-1,3,4-thiadiazole-2,3'-indoline]-2'-one